(chlorohexyl)(triethoxy)silane ClCCCCCC[Si](OCC)(OCC)OCC